FC(C1=C(C(=O)OC[C@H]2CCC3[C@@]2(CCC2[C@]4(C=CC(NC4CCC23)=O)C)C)C=CC(=C1)C(F)(F)F)(F)F ((4aR,6aS,7S)-4a,6a-dimethyl-2-oxo-2,4a,4b,5,6,6a,7,8,9,9a,9b,10,11,11a-tetradecahydro-1H-indeno[5,4-f]quinolin-7-yl)methyl 2,4-bis(trifluoromethyl)benzoate